3-CHLORO-5-METHYLPYRIDINE-4-CARBOXALDEHYDE ClC=1C=NC=C(C1C=O)C